ClC1=C(C=C(OCC(=O)NC23CC(C2)(C3)NC(C3=CC(=CC=C3)NS(=O)(=O)C)=O)C=C1)F N-{3-[2-(4-chloro-3-fluorophenoxy)acetamido]bicyclo[1.1.1]pentan-1-yl}-3-[(methanesulfonyl)amino]benzamide